tert-butyl 7-(1-amino-5-(tert-butoxy)-1,5-dioxopentan-2-yl)-5-methoxy-6-oxo-7,8-dihydro-2H,6H-spiro[furo[2,3-e]isoindole-3,4'-piperidine]-1'-carboxylate NC(C(CCC(=O)OC(C)(C)C)N1C(C2=C(C=C3C(=C2C1)OCC31CCN(CC1)C(=O)OC(C)(C)C)OC)=O)=O